CC1=CC=2C3=C(NC2C=C1)CCCN3 8-methyl-2,3,4,5-tetrahydro-1H-pyrido[3,2-b]indole